6-chloro-7-(2,2-difluorocyclopropyl)-5-fluoro-N-((3R,4R)-3-fluoro-1-(methylsulfonyl)piperidin-4-yl)pyrrolo[2,1-f][1,2,4]triazin-2-amine ClC=1C(=C2C=NC(=NN2C1C1C(C1)(F)F)N[C@H]1[C@@H](CN(CC1)S(=O)(=O)C)F)F